F[C@@H]1C[C@H](N(C1)C(=O)[C@@H]1CNC(O1)=O)C(=O)N[C@@H](C1=CC=CC=C1)C1=CC(=C(C=C1)C(C)C)F (2S,4R)-4-fluoro-N-[(S)-[3-fluoro-4-(propan-2-yl)phenyl](phenyl)methyl]-1-[(5S)-2-oxo-1,3-oxazolidine-5-carbonyl]pyrrolidine-2-carboxamide